isopropyl-2-methyl-4-oxo-2,3,4,5-tetrahydro-1H-benzo[b][1,4]diazepine-7-carboxamide C(C)(C)N1C2=C(NC(CC1C)=O)C=C(C=C2)C(=O)N